N-[2-(2,2-difluoroethoxy)-3-fluorophenyl]-4-hydroxy-2-oxo-1,2,5,6-tetrahydropyridine-3-carbothioamide FC(COC1=C(C=CC=C1F)NC(=S)C=1C(NCCC1O)=O)F